N-(2-amino-5-fluorophenyl)-4-((3-(pyridin-3-yl)acrylamido)methyl)benzamide NC1=C(C=C(C=C1)F)NC(C1=CC=C(C=C1)CNC(C=CC=1C=NC=CC1)=O)=O